4-nonyloxymethoxy-1-methylbutyllithium C(CCCCCCCC)OCOCCCC(C)[Li]